(3R,5R)-3,5-bis((tert-butyldimethylsilyl)oxy)-N-methoxy-N-methylcyclohexane-1-carboxamide [Si](C)(C)(C(C)(C)C)O[C@@H]1CC(C[C@H](C1)O[Si](C)(C)C(C)(C)C)C(=O)N(C)OC